BrCC=1N(C(C(=C(N1)C(=O)OCC)OC)=O)C(C)C ethyl 2-(1-bromomethyl)-1-isopropyl-5-methoxy-6-oxo-1,6-dihydropyrimidine-4-carboxylate